7-amino-5-((2-(1-(2-aminoethyl)-2-oxo-1,2-dihydropyridin-3-yl)ethyl)amino)-3-chloro-2-methylpyrazolo[1,5-a]pyrimidine-6-carbonitrile NC1=C(C(=NC=2N1N=C(C2Cl)C)NCCC=2C(N(C=CC2)CCN)=O)C#N